2,5-Dioxopyrrolidin-1-yl 2-bromoacetate BrCC(=O)ON1C(CCC1=O)=O